N1(N=CC=C1)C1=CC=C(C=C1)C1=CC2(CC(C2)(F)F)CCN1C(=O)OC(C)(C)C tert-butyl 6-(4-(1H-pyrazol-1-yl)phenyl)-2,2-difluoro-7-azaspiro[3.5]non-5-ene-7-carboxylate